N1C2=C(OCC1)N=CC(=C2)C=2C(=C(C=1C=NC(=NC1C2)NC2=CC=C1C3(CN(CC1=C2)C)CC3)N)F 7-(2,3-dihydro-1H-pyrido[2,3-b][1,4]oxazin-7-yl)-6-fluoro-N~2~-(2'-methyl-2',3'-dihydro-1'H-spiro[cyclopropane-1,4'-isoquinolin]-7'-yl)quinazoline-2,5-diamine